palladium dicyclohexyl(2',6'-diisopropoxy[biphenyl]-2-yl)phosphine C1(CCCCC1)P(C1=C(C=CC=C1)C1=C(C=CC=C1OC(C)C)OC(C)C)C1CCCCC1.[Pd]